undec-7-ene CCCCCCC=CCCC